9-(2,2,2-trifluoroethoxycarbonyl)tetracyclo[6.2.1.13,6.02,7]Dodec-4-ene FC(COC(=O)C1C2C3C4C=CC(C3C(C1)C2)C4)(F)F